pentafluorophenyl 2-(2,6-dioxopiperidin-3-yl)-1,3-dioxoisoindoline-5-carboxylate O=C1NC(CCC1N1C(C2=CC=C(C=C2C1=O)C(=O)OC1=C(C(=C(C(=C1F)F)F)F)F)=O)=O